3-tert-butoxy-N-[(1R)-2-[[(1S)-1-cyano-2-[(3R)-5,5-dimethyl-2-oxo-pyrrolidin-3-yl]ethyl]amino]-1-[(1-fluorocyclopropyl)methyl]-2-oxo-ethyl]-2-[(2,2,2-trifluoroacetyl)amino]butanamide C(C)(C)(C)OC(C(C(=O)N[C@@H](C(=O)N[C@@H](C[C@H]1C(NC(C1)(C)C)=O)C#N)CC1(CC1)F)NC(C(F)(F)F)=O)C